C(C)(C)(C)C1=C(C=C(C=C1)NC([C@@H](C1CCOCC1)NC(C(C(F)(F)F)O)=O)=O)Cl N-((1R)-2-((4-tert-butyl-3-chlorophenyl)amino)-2-oxo-1-(tetrahydro-2H-pyran-4-yl)ethyl)-3,3,3-trifluoro-2-hydroxypropanamide